BrC=1C=C2C(=NC1)N(C=C2I)S(=O)(=O)C2=CC=C(C=C2)C 5-bromo-3-iodo-1-(p-tolylsulfonyl)pyrrolo[2,3-b]Pyridine